1-benzylaminoguanidine C(C1=CC=CC=C1)NNC(=N)N